FC1=CC=C(C=C1)C1=NC=C(C(=C1)C1=NN(C=C1)CC=1C=C(C(=O)NC)C=CC1)C1CN(CC1)S(=O)(=O)C 3-((3-(2-(4-fluorophenyl)-5-(1-(methylsulfonyl)pyrrolidin-3-yl)pyridin-4-yl)-1H-pyrazol-1-yl)methyl)-N-methylbenzamide